C(C)(C)(C)OC(=O)N1[C@@H]([C@@H](CC1)N(C)C1=NC(=NC2=C(C(=CC=C12)Br)F)Cl)C.OC1(CCCCC1)C1=C(C=CC=C1)C(=O)C1=C(C=CC=C1)C1(CCCCC1)O 1-hydroxy-cyclohexyl-phenylketone tert-butyl-(2R,3R)-3-[(7-bromo-2-chloro-8-fluoro-quinazolin-4-yl)-methyl-amino]-2-methyl-pyrrolidine-1-carboxylate